C(CCC(C)C)N(CCN(CCN(CCN(C)CCCC(C)C)C)C)C N,N'''-diisohexyl-N,N',N'',N'''-tetramethyl(triethylenetetramine)